BrC1=CC2=C(N(C=N2)C2CC(C2)(O)C)C(=C1)OC(F)F (cis)-3-[5-bromo-7-(difluoromethoxy)-1H-1,3-benzodiazol-1-yl]-1-methylcyclobutan-1-ol